cyclohexyl 3-{[(2E)-3-(benzenesulfonyl)prop-2-en-1-yl]carbamoyl}-2-oxo-1,2,5,6,7,8-hexahydro-1,6-naphthyridine-6-carboxylate C1(=CC=CC=C1)S(=O)(=O)/C=C/CNC(=O)C=1C(NC=2CCN(CC2C1)C(=O)OC1CCCCC1)=O